C1(CCCCC1)C(=O)N(C(C)C)C(C)C N-(cyclohexylcarbonyl)diisopropylamine